5-bromo-2-{1-[(tert-butyldimethylsilyl)oxy]propyl}-4-methylpyridine BrC=1C(=CC(=NC1)C(CC)O[Si](C)(C)C(C)(C)C)C